N1(CCNCC1)[C@H]1C[C@@H](CCC1)NC(OC(C)(C)C)=O tert-butyl ((1r,3r)-3-(piperazin-1-yl)cyclohexyl)carbamate